C1(CC1)CN1C(N(CC12CCC(CC2)(C2=CC=CC=C2)N(C)C)CC2=CC=C(C=C2)OC)=O 1-(cyclopropyl-methyl)-8-dimethylamino-3-[(4-methoxyphenyl)-methyl]-8-phenyl-1,3-diazaspiro[4.5]decan-2-one